butyl 4-((1R,2R)-2-formyl cyclopropyl)piperidine-1-carboxylate C(=O)[C@H]1[C@H](C1)C1CCN(CC1)C(=O)OCCCC